NCC1=C(SC(=C1)Cl)C1=CC=C(C(=N1)C)O 6-(3-(aminomethyl)-5-chlorothien-2-yl)-2-methylpyridin-3-ol